(5-((4-(5-chloro-3,3-dimethyl-2,3-dihydro-1H-pyrrolo[3,2-b]pyridin-1-yl)-1,3,5-triazin-2-yl)amino)-2-((2-(dimethylamino)ethyl)(methyl)amino)-4-methoxyphenyl)acrylamide ClC1=CC=C2C(=N1)C(CN2C2=NC(=NC=N2)NC=2C(=CC(=C(C2)C(C(=O)N)=C)N(C)CCN(C)C)OC)(C)C